(3,6-dichloropyridazin-4-yl)-5-[(2,4-dimethylphenyl)methyl]-5,6-dihydro-4H-1,2,4-oxadiazine ClC=1N=NC(=CC1C1=NOCC(N1)CC1=C(C=C(C=C1)C)C)Cl